C(C)(=O)N[C@H](C(=O)N1CC[C@H](C1)O)C(C)(C)C (2S,4R)-1-((S)-2-acetamido-3,3-dimethylbutanoyl)-4-hydroxypyrrolidine